bis-butyltin dilaurate C(CCCCCCCCCCC)(=O)[O-].C(CCCCCCCCCCC)(=O)[O-].C(CCC)[Sn+2]CCCC